C1(CC1)CS(=O)(=O)NC=1SC=C(N1)C(C(=O)NC1=NC=C(C=C1)C1=NC(=CN=C1)C(F)(F)F)(C)C 2-(2-((cyclopropylmethyl)sulfonamido)thiazol-4-yl)-2-methyl-N-(5-(6-(trifluoromethyl)pyrazin-2-yl)pyridin-2-yl)propanamide